N[C@@H]1C2=CC=CC=C2CC12CCN(CC2)C=2NC(C1=C(N2)NN=C1C(=C)C1=CNC(C(=C1)CO)=O)=O (S)-6-(1-amino-1,3-dihydro-spiro[inden-2,4'-piperidin]-1'-yl)-3-(1-(5-(hydroxymethyl)-6-oxo-1,6-dihydropyridin-3-yl)vinyl)-1H-pyrazolo[3,4-d]pyrimidin-4(5H)-one